C12CCC(CC1)N2CC(=O)C=2C(=C(N(C2C)C2=CC=C(C#N)C=C2)C2=CC=C(C#N)C=C2)C 4,4'-(4-(2-(7-azabicyclo[2.2.1]heptan-7-yl)acetyl)-3,5-dimethyl-1H-pyrrole-1,2-diyl)dibenzonitrile